FC=1C=CC(=C(C1)C1CCN(CC1)[C@@H]1COC2(CN(C2)C=2OC=NN2)C1)OC[C@@H]1OCCC1 (S)-7-(4-(5-fluoro-2-(((R)-tetrahydrofuran-2-yl)methoxy)phenyl)piperidin-1-yl)-2-(1,3,4-oxadiazol-2-yl)-5-oxa-2-azaspiro[3.4]octane